O=C1NCC2(C3=CC=C(C=C13)NC(=O)C1CCOCC1)CC2 N-(1'-oxo-2',3'-dihydro-1'H-spiro[cyclopropane-1,4'-isoquinoline]-7'-yl)tetrahydro-2H-pyran-4-carboxamide